OC(CCN1C(N(C2=C1C=C(C=C2)NC2=CC(=NC=1N2N=CC1C#N)N1[C@@H](CCC1)CO)C)=O)(C)C (S)-7-((3-(3-hydroxy-3-methylbutyl)-1-methyl-2-oxo-2,3-dihydro-1H-benzo[d]imidazol-5-yl)amino)-5-(2-(hydroxymethyl)pyrrolidin-1-yl)pyrazolo[1,5-a]pyrimidine-3-carbonitrile